OCC1CCCCO1 6-(hydroxymethyl)tetrahydro-2H-pyran